C1(CC1)C(=O)N1CCCCC1 1-cyclopropyl-formylpiperidine